1-methyldimethoxysilylethyldimethylsilyl-4-(diethylamino)(methyldimethoxysilylpropylamino)methylsilylethyldimethylsilylbenzene C[Si](C(C)C=1C(=C(C(=C(C1)[SiH](C)C)CC[SiH2]CNCCC[Si](OC)(OC)C)[SiH](C)C)N(CC)CC)(OC)OC